CN1N=C(N=C1S)C(=O)O 1-methyl-5-mercapto-1,2,4-triazole-3-carboxylic acid